ClC1=NC=C(C(=N1)C1=CN=C2N1C=C(C=C2)OC=2C=NC=NC2)C 3-(2-chloro-5-methylpyrimidin-4-yl)-6-(pyrimidin-5-yloxy)imidazo[1,2-a]Pyridine